ClC=1C(=C(C=CC1)NC(=O)C1=CC(=CC=2NC(=NC21)COCCOC)NC(=O)C2=C(C=CC=C2)C(F)(F)F)C N-(3-chloro-2-methylphenyl)-2-[(2-methoxyethoxy)methyl]-6-({[2-(trifluoromethyl)phenyl]carbonyl}amino)-1H-benzoimidazole-4-carboxamide